ClC1=C(C=2C(=NSN2)C=C1)NC=1NCCN1 5-Chloro-N-(4,5-dihydro-1H-imidazol-2-yl)benzo[c][1,2,5]thiadiazol-4-amine